2-(7-(4-(trifluorometh-yl)phenoxy)-3,4-dihydro-isoquinolin-2(1H)-yl)-acetamide FC(C1=CC=C(OC2=CC=C3CCN(CC3=C2)CC(=O)N)C=C1)(F)F